C(CCCCCCCCCCC)OS(=O)(=O)[O-].[Na+].BrC=1C=C2C(C=C(OC2=C(C1)Cl)C1=CC=C(C=C1)O)=O 6-bromo-8-chloro-2-(4-hydroxyphenyl)chromen-4-one sodium dodecyl-sulfate